CO[C@H]1C(N(CC1)CCN1C(C2=CC=CC=C2C1=O)=O)=O |o1:2| (R or S)-2-(2-(3-methoxy-2-oxopyrrolidin-1-yl)ethyl)isoindoline-1,3-dione